6-iodo-4-quinazolinamine IC=1C=C2C(=NC=NC2=CC1)N